C(C)P(CCCS(=O)(=O)O)CC 3-(diethylphosphino)propane-1-sulfonic acid